NC=1C=2N(C=CN1)C(=NC2C)[C@@H](C)C=2C(=C(C(=O)N[C@H](C)[C@@H](C)O)C(=C(C2)Cl)F)OC(C)C 3-((S)-1-(8-amino-1-methylimidazo[1,5-a]pyrazin-3-yl)ethyl)-5-chloro-6-fluoro-N-((2R,3R)-3-hydroxybutan-2-yl)-2-isopropoxybenzamide